Methyl 4-[4-(dibutoxymethyl)piperidin-1-yl]-2-methylbenzoate C(CCC)OC(C1CCN(CC1)C1=CC(=C(C(=O)OC)C=C1)C)OCCCC